S(C)(=O)(=O)[O-].C[NH+]1C(CCC1)C 1,2-dimethylpyrrolidinium mesylate